(3R)-4-{7-[1-(difluoromethyl)-1H-1,2,3-triazol-4-yl]-3-(3-methyl-1H-pyrazol-5-yl)-[1,2]thiazolo[4,5-b]pyridin-5-yl}-3-methylmorpholine FC(N1N=NC(=C1)C1=C2C(=NC(=C1)N1[C@@H](COCC1)C)C(=NS2)C2=CC(=NN2)C)F